OC=1C(=NC=CC1NC1=C(C(C1=O)=O)NC(C(C)=O)C1(CCCC1)C)C(=O)N(C)C 3-hydroxy-N,N-dimethyl-4-((2-((1-(1-methylcyclopentyl)-2-oxopropyl)amino)-3,4-dioxocyclobutane-1-en-1-yl)amino)picolinamide